tert-butyl 2-[4-[3-cyano-4-[(1R)-1-(2-pyridinyl) ethoxy] pyrazolo[1,5-a]pyridin-6-yl]-3-methyl-pyrazol-1-yl]-7-azaspiro[3.5]nonane-7-carboxylate C(#N)C=1C=NN2C1C(=CC(=C2)C=2C(=NN(C2)C2CC1(C2)CCN(CC1)C(=O)OC(C)(C)C)C)O[C@H](C)C1=NC=CC=C1